N-[4-chloro-2-fluoro-6-[[(1S)-3-(methylamino)-1-[[(3S,5R)-5-methyl-2-oxo-pyrrolidin-3-yl]methyl]-2,3-dioxo-propyl]carbamoyl]phenyl]-2-(trifluoromethyl)pyridine-4-carboxamide ClC1=CC(=C(C(=C1)C(N[C@H](C(C(=O)NC)=O)C[C@H]1C(N[C@@H](C1)C)=O)=O)NC(=O)C1=CC(=NC=C1)C(F)(F)F)F